2-isopropyl-2-methyl-ethylene oxide C(C)(C)C1(CO1)C